N1(N=CC=C1)C1=CC=C(CN2C3=NC(=NC=C3N(C2=O)C(C(=O)O)C)C2=C(C=CC=C2)C(C)C)C=C1 2-(9-(4-(1H-pyrazol-1-yl)benzyl)-2-(2-isopropylphenyl)-8-oxo-8,9-dihydro-7H-purin-7-yl)propionic acid